FC1=CC(=C(OC=2C(=C(C(=NC2)C(F)(F)F)C)C(=O)O)C=C1)C z-(4-fluoro-2-methyl-phenoxy)-3-methyl-2-(trifluoromethyl)pyridine-4-carboxylic acid